C(#N)[C@H](C(C)C)NC(=O)N1N=CC(=C1)C1=C2C(=NC=C1)NC(N2)=O N-((S)-1-cyano-2-methylpropyl)-4-(2,3-dihydro-2-oxo-1H-imidazo[4,5-b]pyridin-7-yl)-1H-pyrazole-1-carboxamide